N(C1=CC=CC=C1)C1=NC(=NC(=N1)S)S 2-anilino-1,3,5-triazine-4,6-dithiol